N-methylmorpholinium lactate C(C(O)C)(=O)[O-].C[NH+]1CCOCC1